O[C@@H]1[C@H](COC1)NC(N([C@@H](C)C1=CC=NC=C1)C)=O 3-[(3S,4R)-4-hydroxytetrahydrofuran-3-yl]-1-methyl-1-[(1S)-1-(4-pyridyl)ethyl]urea